(S)-1-(4-fluorophenyl)-1-(2-(4-(6-(1-methyl-1H-pyrazol-4-yl)pyrrolo[2,1-f][1,2,4]triazin-4-yl)piperazin-1-yl)pyrimidin-5-yl)ethan-1-amine FC1=CC=C(C=C1)[C@](C)(N)C=1C=NC(=NC1)N1CCN(CC1)C1=NC=NN2C1=CC(=C2)C=2C=NN(C2)C